2-[4-[1-[(3S)-2,6-dioxo-3-piperidyl]-4-methyl-2,3-dihydroquinoxalin-5-yl]-1-piperidyl]acetic acid O=C1NC(CC[C@@H]1N1CCN(C2=C(C=CC=C12)C1CCN(CC1)CC(=O)O)C)=O